[2-(1-{4-[3-(5-tert-butyl-isoxazol-3-yl)-ureido]-phenyl}-1H-benzimidazol-5-yloxy)-ethoxy]-N-[2-(2,6-dioxopiperidin-3-yl)-1-oxo-2,3-dihydro-1H-isoindol-4-yl]-acetamide C(C)(C)(C)C1=CC(=NO1)NC(NC1=CC=C(C=C1)N1C=NC2=C1C=CC(=C2)OCCOCC(=O)NC2=C1CN(C(C1=CC=C2)=O)C2C(NC(CC2)=O)=O)=O